2-propenyl-1-decyloxy-ethane C(=CC)CCOCCCCCCCCCC